1-(7Z,10Z,13Z,16Z-docosatetraenoyl)-2-(5Z,8Z,11Z,14Z-eicosatetraenoyl)-glycero-3-phosphoserine CCCCC/C=C\C/C=C\C/C=C\C/C=C\CCCCCC(=O)OC[C@H](COP(=O)(O)OC[C@@H](C(=O)O)N)OC(=O)CCC/C=C\C/C=C\C/C=C\C/C=C\CCCCC